Benzimidazo-benzimidazol N1=CN=C2C1=CC=C1C2=CC=C2C1=NC=N2